N1N=NC2=C1C=C(C=C2)C#CC2=C1C=C(N=CC1=C(N=C2)NC)N2CCOCCCC2=O 4-(5-((1H-benzo[d][1,2,3]triazol-6-yl)ethynyl)-8-(methylamino)-2,7-naphthyridin-3-yl)-1,4-oxazocan-5-one